2,4-diamino-1-methylcyclohexane NC1C(CCC(C1)N)C